[(3R)-3-methoxypyrrolidin-3-yl]methanol CO[C@]1(CNCC1)CO